C1N(CCC2=CC=CC=C12)C[C@H](CNC(=O)C1=CC(=NC=N1)NC1CCN(CC1)CC(=O)OC(C)(C)C)O Tert-butyl (S)-2-(4-((6-((3-(3,4-dihydroisoquinolin-2(1H)-yl)-2-hydroxypropyl)carbamoyl)pyrimidin-4-yl)amino)piperidin-1-yl)acetate